C(C)(C)(C)C=1C=C2C=CC3=CC=4NC=5C=C(C=CC5C4C4=C3C2=C(C1)C=C4)C(C)(C)C 2,9-di-tert-butyl-7H-phenaleno[1,9-bc]carbazole